(R)-3-(hydroxymethyl)-3-methylpiperidine-1-carboxylate OC[C@]1(CN(CCC1)C(=O)[O-])C